FC1=CC=C(C=C1)C1=C(N=C(C2=CC3=C(C=C12)C=NN3)N=S3(CCCC3)=O)CCO 1-((5-(4-fluorophenyl)-6-(2-hydroxyethyl)-1H-pyrazolo[4,3-g]isoquinolin-8-yl)imino)tetrahydro-1H-1λ6-thiophene 1-oxide